5-[2-[(4-fluorophenoxy)methyl]imidazo[1,2-a]pyrimidin-6-yl]-2-methyl-aniline FC1=CC=C(OCC=2N=C3N(C=C(C=N3)C=3C=CC(=C(N)C3)C)C2)C=C1